FC(C(=O)O)(F)F.N1CC(C1)N1CC2(C1)CCN(CC2)C2=NC=CC(=N2)COC2=CC=C(C=C2)C(C)(C)C=2C=C(C#N)C=C(C2)Cl 3-(2-(4-((2-(2-(azetidin-3-yl)-2,7-diazaspiro[3.5]nonan-7-yl)pyrimidin-4-yl)methoxy)phenyl)propan-2-yl)-5-chlorobenzonitrile trifluoroacetate